O1POCC2OCC(OP(OCC3C1CCO3)[O-])C2.FC=2C=CC(=C(N)C2)C 5-fluoro-2-methyl-aniline octahydro-12H-5,8-methanofuro[3,2-l][1,3,6,9,11,2,10]pentaoxadiphosphacyclotetradecin-10-olate